O=C1C=CNN1 5-oxo-2H-pyrazol